5,10,15,20-tetraphenyl-21h,23h-porphin palladium (II) [Pd+2].C1(=CC=CC=C1)C=1C2=CC=C(N2)C(=C2C=CC(C(=C3C=CC(=C(C=4C=CC1N4)C4=CC=CC=C4)N3)C3=CC=CC=C3)=N2)C2=CC=CC=C2